N-butyloxycarbonyl-3-(4-imidazol-1-ylmethylphenyl)-5-iso-butyl-thiophene-2-sulfonamide C(CCC)OC(=O)NS(=O)(=O)C=1SC(=CC1C1=CC=C(C=C1)CN1C=NC=C1)CC(C)C